2,6-dichlorophenyl 3-(2-{2-[3-(2,6-dichlorophenoxy)-3-oxopropoxy]ethoxy}ethoxy)propanoate ClC1=C(OC(CCOCCOCCOCCC(=O)OC2=C(C=CC=C2Cl)Cl)=O)C(=CC=C1)Cl